(3-chloro-4-hydroxyphenyl)(1H-pyrrolo[2,3-b]pyridin-1-yl)methanone ClC=1C=C(C=CC1O)C(=O)N1C=CC=2C1=NC=CC2